4-chloro-8-fluoro-2,2,7-trimethyl-1,3-benzothiazine ClC1=NC(SC2=C1C=CC(=C2F)C)(C)C